methyl 4-((2-((tert-butoxycarbonyl)amino)ethyl)sulfonyl)-3-fluoro-2-methylbenzoate C(C)(C)(C)OC(=O)NCCS(=O)(=O)C1=C(C(=C(C(=O)OC)C=C1)C)F